FC1=C(C=CC=C1F)C(C)(C)NC1=NC(=NC(=N1)N)C1=CC=C2C=NNC2=C1 N2-[1-(2,3-difluorophenyl)-1-methyl-ethyl]-6-(1H-indazol-6-yl)-1,3,5-triazine-2,4-diamine